[5-({8-chloro-1-[(2R,4R)-2-methyltetrahydro-2H-pyran-4-yl]-1H-imidazo[4,5-c]quinolin-2-yl}methyl)pyrazin-2-yl]methanol ClC1=CC=2C3=C(C=NC2C=C1)N=C(N3[C@H]3C[C@H](OCC3)C)CC=3N=CC(=NC3)CO